N-(1-(tert-butylsulfonyl)-2-methylindolin-6-yl)-4-((2-hydroxyethyl)sulfonamido)-2-(6-azaspiro[2.5]octan-6-yl)benzamide C(C)(C)(C)S(=O)(=O)N1C(CC2=CC=C(C=C12)NC(C1=C(C=C(C=C1)NS(=O)(=O)CCO)N1CCC2(CC2)CC1)=O)C